ethyl 5-methyl-2-oxo-1-phenyl-1,2-dihydropyridine-3-carboxylate CC=1C=C(C(N(C1)C1=CC=CC=C1)=O)C(=O)OCC